acryloxypentadecyliododimethylsilane C(C=C)(=O)OCCCCCCCCCCCCCCC[Si](C)(C)I